C([C@@H](C)CCC[C@@H](C)[C@H]1[C@H]([C@@H]([C@H]2[C@@]3([C@H]([C@@H]([C@H]4C[C@H](CC[C@]4(C)[C@H]3CC[C@]12C)O)O)O)O)O)O)O (25S)-5alpha-cholestan-3beta,6alpha,7beta,8beta,15alpha,16beta,26-heptol